C(#N)C1=C(C=C(C(=C1)OC)OC)NC(OCC)=O Ethyl (2-cyano-4,5-dimethoxyphenyl)carbamate